3-(trifluoromethyl)-7,7a,8,9,10,11-hexahydropyrazino[1,2-d]Pyrido[3,2-b][1,4]diazepine FC(C1=CC=2N=CCC3N(C2N=C1)CCNC3)(F)F